FC(C(C(C(C(C(C(F)(F)F)(F)F)(F)F)(F)F)(F)F)(F)F)(CCCCCCC)F pentadecafluorotetradecane